COC=1C=C(C=CC1)CC(CCCC)=O 1-(3-methoxyphenyl)hexan-2-one